FC1=CN=C(C=C1C#N)CO 5-Fluoro-2-(hydroxymethyl)isonicotinonitrile